C(C)(=O)OC1=C(C=O)C=C(C(=C1)C=O)OC(C)=O 2,5-diacetyloxyterephthalaldehyde